(S)-3,4-dichloro-2-(3-cyclopentyl-6,7-dihydro-5H-pyrrolo[2,1-c][1,2,4]triazol-6-yl)phenol ClC=1C(=C(C=CC1Cl)O)[C@@H]1CC2=NN=C(N2C1)C1CCCC1